7-methoxy-4-[5-phenyl-1-(trifluoromethyl)-1H-pyrazol-4-yl]quinazolin-6-amine COC1=C(C=C2C(=NC=NC2=C1)C=1C=NN(C1C1=CC=CC=C1)C(F)(F)F)N